C1(CC1)C1=C(C(=NO1)C1=C(C=CC=C1C)C)CO[C@H]1[C@@H]2C(N([C@H](C1)C2)C2=CC=C(C(=O)O)C=C2)=O 4-[(1s,4r,5r)-5-{[5-cyclopropyl-3-(2,6-dimethylphenyl)-1,2-oxazol-4-yl]methoxy}-3-oxo-2-azabicyclo[2.2.1]heptan-2-yl]benzoic acid